BrC1=C2C=NN(C2=CC2=C1C(CCC2)C)C2OCCCC2 4-bromo-5-methyl-1-(tetrahydro-2H-pyran-2-yl)-5,6,7,8-tetrahydro-1H-benzo[f]indazole